1-(4-(4-((4-((2-(cyclobutylamino)pyridin-4-yl)methoxy)-2-fluorophenyl)amino)-7H-pyrrolo[2,3-d]pyrimidin-5-yl)piperidin-1-yl)prop-2-en-1-one C1(CCC1)NC1=NC=CC(=C1)COC1=CC(=C(C=C1)NC=1C2=C(N=CN1)NC=C2C2CCN(CC2)C(C=C)=O)F